N-methyl-para-aminoanisole CNC1=CC=C(C=C1)OC